ClC=1C(=NC(=C(C(=O)NC2=CC(=NC=C2)S(N)(=O)=O)C1)N1C[C@H](C(CC1)(F)F)C)C(F)(F)F |o1:22| (R or S)-5-chloro-2-(4,4-difluoro-3-methylpiperidin-1-yl)-N-(2-sulfamoylpyridin-4-yl)-6-(trifluoromethyl)nicotinamide